FC1=C2CN(CC2=C(C=C1)OC(F)(F)F)C(=O)OC(C)(C)C tert-butyl 4-fluoro-7-(trifluoromethoxy)isoindoline-2-carboxylate